C1(CC1)C1=NC=2C=CC3=C(C2C1=O)C=CC=C3 cyclopropyl-benzo[e]indolone